N-((4-fluoro-2,6-diisopropylphenyl)carbamoyl)-4,6,7,8-tetrahydro-5,8-ethanofuro[3,2-c]azepine-2-sulfonamide FC1=CC(=C(C(=C1)C(C)C)NC(=O)NS(=O)(=O)C1=CC=2CN3CCC(C2O1)CC3)C(C)C